methyl 3-methoxybut-2-enoate COC(=CC(=O)OC)C